4,6-dichloro-5-hydroxy-N-(1-methyl-3-((2-(trifluoromethoxy)benzyl)carbamoyl)-1H-pyrazol-4-yl)picolinamide ClC1=CC(=NC(=C1O)Cl)C(=O)NC=1C(=NN(C1)C)C(NCC1=C(C=CC=C1)OC(F)(F)F)=O